3-(8,11-di-tert-butylperylene-3-yl)propionic acid C(C)(C)(C)C=1C=C2C3=CC=CC4=C(C=CC(C=5C=C(C=C(C1)C25)C(C)(C)C)=C43)CCC(=O)O